N1C=C(C=2C1=NC=CC2)C=2NC=C(N2)C(=O)NNC(=O)C2=NC=CC=C2 N'-(2-(1H-pyrrolo[2,3-b]pyridine-3-yl)-1H-imidazole-4-carbonyl)pyridineformylhydrazine